N-(1''-(3-((6,6-difluoro-3-azabicyclo[3.1.0]hexan-3-yl)methyl)benzoyl)dispiro[cyclopropane-1,1'-cyclohexane-4',3''-indolin]-5''-yl)methanesulfonamide FC1(C2CN(CC12)CC=1C=C(C(=O)N2CC3(C4=CC(=CC=C24)NS(=O)(=O)C)CCC2(CC3)CC2)C=CC1)F